BrC=1N=C(N(C1)CCC[C@@H](C(=O)OC(C)(C)C)NC(=O)OC(C)(C)C)[N+](=O)[O-] tert-butyl (2S)-5-(4-bromo-2-nitro-1H-imidazol-1-yl)-2-{[(tert-butoxy)carbonyl]amino}pentanoate